Br[Si]([Si](Br)(Br)Br)(Br)Br Hexabromodisilane